N1N=CC2=CC=C(C=C12)C=1C=NN2C1OCC2 7-(1H-indazol-6-yl)-2,3-dihydropyrazolo[5,1-b]oxazole